(R)-3-(3-Bromophenyl)-3-hydroxy-1-methylpyrrolidin-2-one BrC=1C=C(C=CC1)[C@]1(C(N(CC1)C)=O)O